2-bromo-4-((6-nitropyridin-3-yl)oxy)pyridine BrC1=NC=CC(=C1)OC=1C=NC(=CC1)[N+](=O)[O-]